2-(4-(piperazine-1-carbonyl)phenyl)-1H-benzo[d]imidazole-4-carboxamide dihydrochloride Cl.Cl.N1(CCNCC1)C(=O)C1=CC=C(C=C1)C1=NC2=C(N1)C=CC=C2C(=O)N